7h-5,8-naphthyridine C1=CC=CC2=NCCN=C12